2-hexyldecyl 8-(decylamino)octadecenoate 2-Hexyldecyl-8-oxooctadecanoate C(CCCCC)C(COC(CCCCCCC(CCCCCCCCCC)=O)=O)CCCCCCCC.C(CCCCCCCCC)NC(CCCCC=CC(=O)OCC(CCCCCCCC)CCCCCC)CCCCCCCCCC